ClC1=NC=C(C(=N1)NC1=C(C=C(C=C1)OC(F)F)P(C)(C)=O)Cl (2-((2,5-Dichloropyrimidin-4-yl)amino)-5-(difluoromethoxy)phenyl)dimethyl-phosphine oxide